OCCCC(=O)[O-] GAMMA-HYDROXYBUTYRAT